C(CC1=C(C(=CC(=C1)C)C(C)(C)C)O)C1=C(C(=CC(=C1)C)C(C)(C)C)O ethylene-bis-(4-methyl-6-tert-butylphenol)